benzyl (R)-(7-bromochroman-3-yl)carbamate BrC1=CC=C2C[C@H](COC2=C1)NC(OCC1=CC=CC=C1)=O